NC1(CC1)CN1C=C(C2=CC=C(C=C12)C=1C=NNC1F)C(=O)C1COC2=CC=C(C=C2C1)F (1-((1-Aminocyclopropyl)methyl)-6-(5-fluoro-1H-pyrazol-4-yl)-1H-indol-3-yl)(6-fluorochroman-3-yl)methanone